C(=O)(O)C1=C(CCCC1)C(=O)O 1,2-dicarboxylcyclohexene